9,9-bis(4-(2-hydroxyethoxy)-3-isobutylphenyl)fluorene OCCOC1=C(C=C(C=C1)C1(C2=CC=CC=C2C=2C=CC=CC12)C1=CC(=C(C=C1)OCCO)CC(C)C)CC(C)C